FC1=CC=C(CC2=NN(C(=C2)C2CCN(CC2)C)CC2=CC=C(C=C2)OCC(C)C)C=C1 4-(3-(4-fluorobenzyl)-1-(4-isobutoxybenzyl)-1H-pyrazol-5-yl)-1-methylpiperidine